5-carbomethoxymethyl-7-hydroxy-2-pentylchromone C(=O)(OC)CC1=C2C(C=C(OC2=CC(=C1)O)CCCCC)=O